9,10-dihydroxyl-octadecanedioic acid OC(CCCCCCCC(=O)O)C(CCCCCCCC(=O)O)O